2-chloro-4-fluoro-5-((tetrahydrofuran-2-yl)ethynyl)pyridine methyl-7-bromo-5-((tert-butoxycarbonyl)amino)-1-(4-methoxybenzyl)-1H-benzo[d]imidazole-4-carboxylate COC(=O)C1=C(C=C(C=2N(C=NC21)CC2=CC=C(C=C2)OC)Br)NC(=O)OC(C)(C)C.ClC2=NC=C(C(=C2)F)C#CC2OCCC2